C(C)(C)(C)[C@H]1C[C@H](N(CC1)C([C@@H](NS(=O)(=O)C(F)(F)F)C(C)C)=O)C(=O)OC Methyl (2S,4R)-4-tert-butyl-1-{N-[(trifluoromethyl)sulfonyl]-L-valyl}piperidine-2-carboxylate